thioaniline C1=CC(=CC=C1N)SC2=CC=C(C=C2)N